[O-]CC.[O-]CC.[O-]CC.C(C)CC(CC(=O)[O-])=O.[Ti+4] titanium mono(ethylacetoacetate) triethoxide